FC(CN1N=NN=C1C(CC(F)(F)F)N1N=CC(=C1)[N+](=O)[O-])(F)F 1-(2,2,2-trifluoroethyl)-5-[3,3,3-trifluoro-1-(4-nitropyrazol-1-yl)propyl]tetrazole